NC1=NC=CC(=C1)C(=O)N1CCN(CC1)C (2-aminopyridin-4-yl)(4-methylpiperazin-1-yl)methanone